3-{6-[(1-cyanocyclopropyl)[(4-methoxyphenyl)methyl]sulfamoyl]-8-[4-(2-methylpropionyl)piperazin-1-yl]imidazo[1,2-a]pyridin-3-yl}pyrrolidin C(#N)C1(CC1)N(S(=O)(=O)C=1C=C(C=2N(C1)C(=CN2)C2CNCC2)N2CCN(CC2)C(C(C)C)=O)CC2=CC=C(C=C2)OC